1,8-dihydroxy-2-methylanthraquinone OC1=C(C=CC=2C(C3=CC=CC(=C3C(C12)=O)O)=O)C